(4-bromophenylthiomethyl)-androst-5-en-3beta-ol BrC1=CC=C(C=C1)SCC[C@@]12CCC[C@H]1[C@@H]1CC=C3C[C@H](CC[C@]3(C)[C@H]1CC2)O